N1=CC=C(C=C1)CNC(CC)=O N-(pyridin-4-ylmethyl)propanamide